C(C)C(=C)CC(CCCC)CC 2,4,6-triethyl-hexene